BrC1=CN(C=2N=CN=C(C21)N)[C@H]2[C@@H]1O[C@@H]1[C@H](O2)C=C 5-bromo-7-[(1R,2R,4R,5R)-4-vinyl-3,6-dioxabicyclo[3.1.0]hexan-2-yl]pyrrolo[2,3-d]pyrimidin-4-amine